BrC1=C(C=C(C(=O)N(C)[C@H](C)C2=NNC(C3=CC(=C(C=C23)F)F)=O)C=C1F)F |r| Racemic-4-bromo-N-(1-(6,7-difluoro-4-oxo-3,4-dihydrophthalazin-1-yl)ethyl)-3,5-difluoro-N-methylbenzamide